6-(2-(3-Oxa-6-azabicyclo[3.1.1]heptan-6-yl)-6-methoxybenzo[d]thiazole-7-carboxamido)benzo[d][1,3]dioxole-5-carboxylic acid C12COCC(N1C=1SC3=C(N1)C=CC(=C3C(=O)NC=3C(=CC1=C(OCO1)C3)C(=O)O)OC)C2